C(C)C(C(=O)OC=CC)CCCC propenyl 2-ethylhexanoate